ClC=1C(=C(C(=CC1Cl)Cl)OC(C(=O)OC1=C(C(=C(C=C1Cl)Cl)Cl)C(=O)OCCCC(C)C)=O)C(=O)OCCCC(C)C bis{3,4,6-trichloro-2-[(4-methylpentyloxy)carbonyl] phenyl}oxalate